(S)-N-(2-(3,4-dihydroisoquinolin-2(1H)-yl)ethyl)-2-((2-ethylbutyl)amino)-3-(1H-indol-3-yl)propanamide C1N(CCC2=CC=CC=C12)CCNC([C@H](CC1=CNC2=CC=CC=C12)NCC(CC)CC)=O